((2S,3R)-3-(1H-1,2,4-Triazol-1-yl)azetidin-2-yl)methanol hydrochloride Cl.N1(N=CN=C1)[C@H]1[C@H](NC1)CO